Oxohexyl acetate C(C)(=O)OCCCCCC=O